CN1N=C(C2=CC=CC(=C12)OCC(=O)N1CCN(CC1)C(=O)C=1C=NN2NC(=NC21)C)C2C(NC(CC2)=O)=O 3-(1-Methyl-7-(2-(4-(2-methyl-3H-pyrazolo[1,5-b][1,2,4]triazole-7-carbonyl)-piperazin-1-yl)-2-oxoethoxy)-1H-indazol-3-yl)piperidine-2,6-dione